ClC=1C(=NC(=NC1)N1[C@H](CN(CC1)C(=O)OC(C)(C)C)CC)N1CC(C1)C(NC(C)(C)C1=CN=C2N1C=CC=C2)=O tert-butyl (S)-4-(5-chloro-4-(3-((2-(imidazo[1,2-a]pyridin-3-yl)propan-2-yl)carbamoyl)azetidin-1-yl)pyrimidin-2-yl)-3-ethylpiperazine-1-carboxylate